BrC=1N=CC2=CC(=CC=C2C1)O 3-bromoisoquinolin-7-ol